FC(C=1C=NNC1C(=O)O)(F)F 4-(trifluoromethyl)-1H-pyrazole-5-carboxylic acid